C(CC(C)C)CC(=O)O.C(C)(=O)O acetate (isoamyl acetate)